4-bromo-1-(difluoromethoxy)-2-methoxybenzene BrC1=CC(=C(C=C1)OC(F)F)OC